C(#N)CCC=1C=C2C=C(NC2=CC1OCC1=NOC=C1)CNC(=O)C1(CC1)C N-({5-(2-cyanoethyl)-6-[(3-isoxazolyl)methoxy]-2-indolyl}methyl)1-methylcyclopropanecarboxamide